COC(=O)[N+](CC)(CC)CC methoxycarbonyl-(triethylammonium)